N-(2-chloro-3-(3'-chloro-6-methoxy-5-((((5-oxopyrrolidin-2-yl)methyl)amino)methyl)-[2,4'-bipyridin]-2'-yl)phenyl)-4-methoxy-5-((3-(methoxymethyl)azetidin-1-yl)methyl)picolinamide ClC1=C(C=CC=C1C1=NC=CC(=C1Cl)C1=NC(=C(C=C1)CNCC1NC(CC1)=O)OC)NC(C1=NC=C(C(=C1)OC)CN1CC(C1)COC)=O